ethyl 2-acetoxy-2-(2-methoxyphenylethoxy)-acetate C(C)(=O)OC(C(=O)OCC)OCCC1=C(C=CC=C1)OC